OC1=C(C=C(C=C1C(C)(C)CC)C(C)(C)CC)N1N=C2C(=N1)C=CC=C2 2-(2'-hydroxy-3',5'-bis-t-pentylphenyl)benzotriazole